4-methyl-N-(methyl-d3)-5-((7-methyl-8-oxo-9-(tetrahydro-2H-pyran-4-yl)-8,9-dihydro-7H-purin-2-yl)amino)picolinic acid amide CC1=CC(=NC=C1NC1=NC=C2N(C(N(C2=N1)C1CCOCC1)=O)C)C(=O)NC([2H])([2H])[2H]